C(CCCCCC)N(C1=CC=CC2=CC=CC=C12)C1=CC=CC=C1 heptyl-phenyl-alpha-naphthylamine